C1(CC1)NC(=O)C1=NC=C(C=C1)O[C@H]1CN(CC1)CC=1C=NC=2C=C(C(NC2C1)=O)CC N-cyclopropyl-5-{[(3R)-1-[(7-ethyl-6-oxo-5H-1,5-naphthyridin-3-yl)methyl]pyrrolidin-3-yl]oxy}pyridine-2-carboxamide